COC1=CC2=C(OC3(CC3)C(N2)=O)C=C1 6-Methoxyspiro[benzo[b][1,4]oxazine-2,1'-cyclopropan]-3(4H)-one